BrC1=CC=C(C=C1)C=1N=C2N(C=CC=C2)C1CN1CC2CCC(C1)N2C(=O)C2CCCC2 (3-{[2-(4-Bromophenyl)imidazo[1,2-a]pyridin-3-yl]-methyl}-3,8-diazabicyclo[3.2.1]oct-8-yl)-(cyclopentyl)methanon